ethanoic acid ethyl ester C(C)OC(C)=O